α-lactose, monohydrate O.O[C@@H]1[C@H](O)[C@@H](O)[C@H](O[C@H]2[C@H](O)[C@@H](O)[C@@H](O)[C@H](O2)CO)[C@H](O1)CO